NC1NCC(CC1)N 2,5-diaminopiperidine